5-(5-bromo-3,4-dihydro-1,7-naphthyridin-1(2H)-yl)-6-fluoro-1-methylpyrido[4,3-e][1,2,4]triazolo[4,3-a]pyrimidine BrC1=C2CCCN(C2=CN=C1)C1=NC=2N(C3=C1C(=CN=C3)F)C(=NN2)C